5-chloro-2-(4-{[(1R,2R)-2-hydroxycyclohexyl]amino}-7,8-dihydro-5H-pyrano[3,4-d]pyridazin-1-yl)phenol ClC=1C=CC(=C(C1)O)C1=C2C(=C(N=N1)N[C@H]1[C@@H](CCCC1)O)COCC2